3,3''-bis(10-methylphenazin-5(10H)-yl)-4'-(3-(10-methylphenazin-5(10H)-yl)phenyl)-5',6'-diphenyl[1,1':2',1''-terphenyl] CN1C2=CC=CC=C2N(C=2C=CC=CC12)C=1C=C(C=CC1)C1=CC=C(C(=C1C1=CC=C(C=C1)C1=CC(=CC=C1)N1C=2C=CC=CC2N(C2=CC=CC=C12)C)C1=CC=CC=C1)C1=CC(=CC=C1)N1C=2C=CC=CC2N(C2=CC=CC=C12)C